12-methacryloyloxydodecyl-pyridinium bromide [Br-].C(C(=C)C)(=O)OCCCCCCCCCCCC[N+]1=CC=CC=C1